3-chloro-2-(2-chloroethoxy)-5-(5-(methoxymethoxy)-2,3-dihydro-1H-inden-1-yl)benzonitrile ClC=1C(=C(C#N)C=C(C1)C1CCC2=CC(=CC=C12)OCOC)OCCCl